1,2,5-trimethyl-1H-pyrrole CN1C(=CC=C1C)C